C(C(=C)C)(=O)OCCCC[SiH2]C(OCC)OCC [δ-(methacryloyloxy)butyl]diethoxymethylsilane